(12aR)-10-chloro-7,8-difluoro-9-iodo-3,4,12,12a-tetrahydro-6H-pyrazino[2,1-c][1,4]benzoxazepine-2(1H)-carboxylic acid tert-butyl ester C(C)(C)(C)OC(=O)N1C[C@@H]2COC3=C(CN2CC1)C(=C(C(=C3Cl)I)F)F